C(C)OC(=O)C1=CC2=C(N(C(=N2)NC=2OC3=NC(=CC=C3N2)C(F)(F)F)C)C=C1 1-methyl-2-((5-(trifluoromethyl)oxazolo[5,4-b]pyridin-2-yl)amino)-1H-benzo[d]imidazole-5-carboxylic acid ethyl ester